2-amino-4-oxo-N-(tetrahydro-2H-pyran-4-yl)-1,4-dihydro-1,5-naphthyridine-3-carboxamide NC=1NC2=CC=CN=C2C(C1C(=O)NC1CCOCC1)=O